1-(7-(1H-Pyrazol-4-yl)-5H-isochromeno[3,4-d]thiazol-2-yl)-N-(tert-butyl)-N-methyl-pyrrolidin-3-amine N1N=CC(=C1)C=1C=CC2=C(C1)COC=1N=C(SC12)N1CC(CC1)N(C)C(C)(C)C